N-[(1S)-1-(4-fluorophenyl)-2-(3-fluoro-1-piperidinyl)-2-oxo-ethyl]-4-(trifluoromethoxy)benzenesulfonamide FC1=CC=C(C=C1)[C@@H](C(=O)N1CC(CCC1)F)NS(=O)(=O)C1=CC=C(C=C1)OC(F)(F)F